6,7-dimethyl-2-((2S)-2-(1-methyl-1H-pyrazol-4-yl)-4-morpholinyl)-4-(3-(trifluoromethyl)bicyclo[1.1.1]pentan-1-yl)pteridine CC=1N=C2C(=NC(=NC2=NC1C)N1C[C@@H](OCC1)C=1C=NN(C1)C)C12CC(C1)(C2)C(F)(F)F